3-(benzyloxymethyl)-1-[(2R,3R,4S,5S)-3,4-dihydroxy-5-(hydroxymethyl)-5-(triisopropylsilyloxymethyl)tetrahydrofuran-2-yl]pyrimidine-2,4-dione C(C1=CC=CC=C1)OCN1C(N(C=CC1=O)[C@@H]1O[C@]([C@H]([C@H]1O)O)(CO[Si](C(C)C)(C(C)C)C(C)C)CO)=O